2-(methoxymethyl)-1H-benzimidazole-4-carboxamide COCC1=NC2=C(N1)C=CC=C2C(=O)N